N(=[N+]=[N-])C1=CC=C(C=C1)C=CC(=O)C1=C(C=CC=C1)O 3-(4-Azidophenyl)-1-(2-hydroxyphenyl)prop-2-en-1-one